BrC1=CC(=NC=C1F)OCC(F)F 4-bromo-2-(2,2-difluoroethoxy)-5-fluoropyridine